ClC=1C=CC2=C(CC(CC=3N2C(=NN3)C3CCN(CC3)C3CCOCC3)OC)C1 8-Chloro-5-methoxy-1-[1-(tetrahydro-2H-pyran-4-yl)piperidin-4-yl]-5,6-dihydro-4H-[1,2,4]triazolo[4,3-a][1]benzazepin